BrC=1C(=NNC1C=O)C 4-BROMO-3-METHYL-1H-PYRAZOLE-5-CARBALDEHYDE